4-(4-Trifluoromethylphenoxy)benzoborazole FC(C1=CC=C(OC2=CC=CC3=C2C=NB3)C=C1)(F)F